2-ethylbutyl (S)-2-((tert-butoxycarbonyl) amino)-3-cyclopropylpropionate C(C)(C)(C)OC(=O)N[C@H](C(=O)OCC(CC)CC)CC1CC1